2,2',2''-{(2S)-10-(carboxymethyl)-2-[4-(2-ethoxyethoxy)benzyl]-1,4,7,10-tetraazacyclododecane-1,4,7-triyl}triacetat C(=O)(O)CN1CCN(CCN(C[C@@H](N(CC1)CC(=O)[O-])CC1=CC=C(C=C1)OCCOCC)CC(=O)[O-])CC(=O)[O-]